5-amino-3-((R)-3-((R)-1,1-dimethylethylsulfinylamino)-3H-spiro[benzofuran-2,4'-piperidine]-1'-yl)pyrazine-2-carboxylic acid methyl ester COC(=O)C1=NC=C(N=C1N1CCC2(CC1)OC1=C([C@H]2N[S@](=O)C(C)(C)C)C=CC=C1)N